C(C=C)C1=CC(=C(C(=C1)C)N1C=NC(=C(C1=O)C(=O)NC=1C=C(C=NC1)[C@@H]1N(CCCC1)C(=O)OC(C)(C)C)N)C tert-butyl (R)-2-(5-(1-(4-allyl-2,6-dimethylphenyl)-4-amino-6-oxo-1,6-dihydropyrimidine-5-carboxamido)pyridin-3-yl)piperidine-1-carboxylate